C(C)(C)(C)OC(N(C)C=1C=NC(=C(C1)S(=O)(=O)CC)C1=NC2=C(C=NC(=C2)C(F)(F)F)N1C)=O N-[5-ethylsulfonyl-6-[3-methyl-6-(trifluoromethyl)imidazo[4,5-c]pyridin-2-yl]-3-pyridinyl]-N-methyl-carbamic acid tert-butyl ester